ClCC1=CC=C(C[C@H](N)C(=O)O)C=C1 p-(chloromethyl)-phenylalanine